1,1,3-tris(2-methyl-4-carboxy-5-tert-butylphenyl)butane CC1=C(C=C(C(=C1)C(=O)O)C(C)(C)C)C(CC(C)C1=C(C=C(C(=C1)C(C)(C)C)C(=O)O)C)C1=C(C=C(C(=C1)C(C)(C)C)C(=O)O)C